6-(4,4,5,5-tetramethyl-1,3,2-dioxaborolan-2-yl)-2,3-dihydro-1H-isoindol-1-one CC1(OB(OC1(C)C)C1=CC=C2CNC(C2=C1)=O)C